7-(Hex-5-en-1-yl)-7H-benzo[C]carbazole C(CCCC=C)N1C=2C=CC=CC2C=2C3=C(C=CC12)C=CC=C3